NC1=NC2=NC=C(N=C2C(=N1)N)CN(C=1C=C(CNC(CCOCCCCNC(OC(C)(C)C)=O)=O)C=CC1)C tert-butyl (4-(3-((3-(((2,4-diaminopteridin-6-yl)methyl)(methyl)amino)benzyl)amino)-3-oxopropoxy)butyl)carbamate